5-(4,4-difluoropiperidin-3-yl)-1-isopropylpyridin-2(1H)-one hydrochloride Cl.FC1(C(CNCC1)C=1C=CC(N(C1)C(C)C)=O)F